C(C1=CC=C(C(=O)O)C=C1)(=O)O.COC monomethyl ether terephthalate